C(C=C)OC1=C(C=CC(=C1)OCC=C)C(CBr)=O 1-(2,4-bis(allyloxy)phenyl)-2-bromoethanone